S1(CNCCC1)=O tetrahydro-1,3-thiazinone